C(C)(C)(C)N1N=C(C=C1NC1=CC(=NC=C1)/C=C/CC[C@H](C)NC(OC(C)(C)C)=O)[C@@H]1C[C@@H](CC1)O[Si](C)(C)C(C)(C)C tert-butyl ((S,E)-6-(4-((1-(tert-butyl)-3-((1S,3R)-3-((tert-butyldimethylsilyl)oxy)cyclopentyl)-1H-pyrazol-5-yl)amino)pyridin-2-yl)hex-5-en-2-yl)carbamate